ClC1=C(OC2=CC=CC3=C2C=NB3)C=CC=C1 4-(2-chlorophenoxy)benzoborazole